C(#N)C1CCN(CC1)C1=CC(=C(C=C1)NC=1C=C(N=NC1C=1OCCN1)NC(=O)C1CC1)N1S(CCC1)(=O)=O N-(5-((4-(4-cyanopiperidin-1-yl)-2-(1,1-dioxidoisothiazolin-2-yl)phenyl)amino)-6-(4,5-dihydrooxazol-2-yl)pyridazin-3-yl)cyclopropanecarboxamide